CO[Si](CCCNC(O)=O)(OC)OC 3-(trimethoxysilyl)propyl-carbamic acid